ClC=1C(=NC(=NC1)N1CC(C1)CO)NC1=CC=2C3=C(C(N(C2C=C1)C)=O)OCC([C@@H](N3)C3CC3)(F)F (S)-10-((5-Chloro-2-(3-(hydroxymethyl)azetidin-1-yl)pyrimidin-4-yl)amino)-2-cyclopropyl-3,3-difluoro-7-methyl-1,2,3,4-tetrahydro-[1,4]oxazepino[2,3-c]chinolin-6(7H)-on